[Si](C1=CC=CC=C1)(C1=CC=CC=C1)(C(C)(C)C)OCC=1C(=NC=CC1)N 3-(((tert-butyldiphenylsilyl)oxy)methyl)pyridin-2-amine